(3E,5E)-3,5-bis(4-azido-2,3,5,6-tetrafluorobenzylidene)-1-methylpiperidine-4-one N(=[N+]=[N-])C1=C(C(=C(\C=C\2/CN(C\C(\C2=O)=C/C2=C(C(=C(C(=C2F)F)N=[N+]=[N-])F)F)C)C(=C1F)F)F)F